1-((3R,5R,8R,9R,10S,13S,14S,15S,17S)-15-cyclopropyl-3-hydroxy-3,13-dimethylhexadecahydro-1H-cyclopenta[a]phenanthren-17-yl)-2-(1H-1,2,3-triazol-1-yl)ethan-1-one C1(CC1)[C@H]1[C@H]2[C@@H]3CC[C@@H]4C[C@](CC[C@@H]4[C@H]3CC[C@@]2([C@H](C1)C(CN1N=NC=C1)=O)C)(C)O